N,N'-Dicyclopentylcarbodiimid C1(CCCC1)N=C=NC1CCCC1